C1(CC1)C=1C(=NON1)C(=O)N[C@H](C(=O)NC1=NC(=C(C=C1)C=1C(=NN(C1C)COCC[Si](C)(C)C)C)F)C(C1CC1)C1CC1 4-cyclopropyl-N-[(1S)-1-(dicyclopropylmethyl)-2-[[5-[3,5-dimethyl-1-(2-trimethylsilylethoxymethyl)pyrazol-4-yl]-6-fluoro-2-pyridyl]amino]-2-oxo-ethyl]-1,2,5-oxadiazole-3-carboxamide